2-(1-acryloyl-4-(4-(2-methylpyridin-3-yl)-7-(naphthalen-1-yl)-6-oxo-8-(trifluoromethyl)-6,7-dihydro-1H-imidazo[4,5-c][1,7]naphthyridin-1-yl)piperidin-2-yl)acetonitrile C(C=C)(=O)N1C(CC(CC1)N1C=NC=2C(=NC=3C(N(C(=CC3C21)C(F)(F)F)C2=CC=CC1=CC=CC=C21)=O)C=2C(=NC=CC2)C)CC#N